2-[2-(aminomethyl)-3,3-difluoro-allyl]-4-[[4-(1,3-benzodioxol-5-yl)-2-thienyl]methyl]-1,2,4-triazol-3-one NCC(CN1N=CN(C1=O)CC=1SC=C(C1)C1=CC2=C(OCO2)C=C1)=C(F)F